4-[3-[(3R,9aS)-3-hydroxy-3-[6-(trifluoromethyl)-3-pyridyl]-1,4,6,7,9,9a-hexahydropyrazino[2,1-c][1,4]oxazine-8-carbonyl]-2-chlorophenyl]-1H-pyrazole-3-carbonitrile O[C@]1(CN2[C@H](CO1)CN(CC2)C(=O)C=2C(=C(C=CC2)C=2C(=NNC2)C#N)Cl)C=2C=NC(=CC2)C(F)(F)F